3-(((2-Aminoethyl)(cyclopropyl)amino)methyl)-2-fluorobenzonitrile hydrochloride Cl.NCCN(C1CC1)CC=1C(=C(C#N)C=CC1)F